5-Fluoro-6-(2-methoxyethoxy)-3-(3-{4-[3-(morpholin-4-yl)azetidine-1-carbonyl]phenyl}-1,2-oxazol-5-yl)-1H-indazole FC=1C=C2C(=NNC2=CC1OCCOC)C1=CC(=NO1)C1=CC=C(C=C1)C(=O)N1CC(C1)N1CCOCC1